ClC1=C(C=C(C(=C1F)F)F)C1CCN(CC1)C(CN1N=C(C2=C1CCC2)C(=O)N2C[C@H](O[C@H](C2)C)C)=O 1-[4-(2-Chloro-3,4,5-trifluorophenyl)piperidin-1-yl]-2-{3-[(2R,6S)-2,6-dimethylmorpholin-4-carbonyl]-5,6-dihydrocyclopenta[c]pyrazol-1(4H)-yl}ethan-1-on